(Z)-2-((3-benzyl-5-(2-fluoro-3-nitrophenyl)pyrazin-2-yl)amino)-3-(4-fluorophenyl)acrylic acid C(C1=CC=CC=C1)C=1C(=NC=C(N1)C1=C(C(=CC=C1)[N+](=O)[O-])F)N\C(\C(=O)O)=C/C1=CC=C(C=C1)F